C(C)N(S(=O)(=O)N[C@@H]1CC[C@H](OC1)COS(=O)(=O)C1=CC=C(C=C1)C)C ((2S,5R)-5-((N-ethyl-N-methylsulfamoyl)amino)tetrahydro-2H-pyran-2-yl)methyl-4-methylbenzenesulfonate